methyl 9-(((octylthio)methyl)thio)nonanoate C(CCCCCCC)SCSCCCCCCCCC(=O)OC